BrC=1C2=C(C(NC1C=1C=NN(C1)COCC[Si](C)(C)C)=O)N=CS2 7-bromo-6-[1-(2-trimethylsilylethoxymethyl)pyrazol-4-yl]-5H-thiazolo[4,5-c]pyridin-4-one